N-((3r,5s)-5-((1H-1,2,3-triazol-1-yl)methyl)pyrrolidin-3-yl)-5-(2-cyclopropylphenyl)-1,3,4-oxadiazole-2-carboxamide TFA salt OC(=O)C(F)(F)F.N1(N=NC=C1)C[C@@H]1C[C@H](CN1)NC(=O)C=1OC(=NN1)C1=C(C=CC=C1)C1CC1